1-cyclopentyl-3,3-dimethyl-2,3-dihydro-1H-pyrrolo[3,2-b]pyridine-5-carboxylic acid C1(CCCC1)N1CC(C2=NC(=CC=C21)C(=O)O)(C)C